N(=[N+]=[N-])CCOCCOCCOCCNS(=O)(=O)C1=CC=C(C=C1)[N+](=O)[O-] N-(2-(2-(2-(2-azidoethoxy)ethoxy)ethoxy)ethyl)-4-nitrobenzenesulfonamide